BrC1=C2C=C(C(=NC2=CC(=C1)C)C)C1=CC=CC=C1 5-bromo-2,7-dimethyl-3-phenylquinoline